methyl 3-[[4-(2,6-dimethylphenyl)-6-[(e)-3-hydroxy-1-methyl-prop-1-enyl]pyrimidin-2-yl]-(methoxymethyl)sulfamoyl]benzoate CC1=C(C(=CC=C1)C)C1=NC(=NC(=C1)\C(=C\CO)\C)N(S(=O)(=O)C=1C=C(C(=O)OC)C=CC1)COC